Tert-butyl-2-(2-oxobutyl)cyclohexane-1,3-dione C(C)(C)(C)C1(C(CCCC1=O)=O)CC(CC)=O